OC1(CCN(CC1)C[C@@H](C)[C@H]1CC[C@H]2\C(\CCC[C@]12C)=C\C=C1C[C@H](C[C@@H](C1)O)O)C(F)(F)F (1R,3R)-5-(2-((1R,3aS,7aR,E)-1-((S)-1-(4-hydroxy-4-(trifluoromethyl)piperidin-1-yl)propan-2-yl)-7a-methyl-octahydro-4H-inden-4-ylidene)ethylidene)cyclohexane-1,3-diol